Methyl 5-chloro-2-((4-ethoxypyrimidine-5-carboxamido)methyl)benzofuran-7-carboxylate ClC=1C=C(C2=C(C=C(O2)CNC(=O)C=2C(=NC=NC2)OCC)C1)C(=O)OC